9,12-linoleic acid CCCCC/C=C\C/C=C\CCCCCCCC(=O)O